OC1=NN=C(C2=CC(=C(C=C12)NC)C(=O)OC)C Methyl 1-hydroxy-4-methyl-7-(methylamino)phthalazine-6-carboxylate